3'-methyl-2'-(oxazol-2-yl)-4'H-spiro[cyclobutane-1,5'-thieno[2,3-b]pyridine]-4',6'(7'H)-dione CC1=C(SC=2NC(C3(C(C21)=O)CCC3)=O)C=3OC=CN3